(R)-2-((tert-butoxycarbonyl)amino)-4-oxo-4-(piperidin-1-yl)butanoic acid C(C)(C)(C)OC(=O)N[C@@H](C(=O)O)CC(N1CCCCC1)=O